3-(azetidin-1-yl)-6-chloro-1H-pyrazolo[4,3-c]pyridine N1(CCC1)C1=NNC2=C1C=NC(=C2)Cl